O1COC2=C1C=CC(=C2)CC=2NC(=NN2)C(=O)N2C[C@@]1(CCC2)C2=C(NC(O1)=O)C=CC(=C2F)Cl (R)-1'-(5-(Benzo[d][1,3]dioxol-5-ylmethyl)-4H-1,2,4-triazole-3-carbonyl)-6-chloro-5-fluorospiro[benzo[d][1,3]oxazine-4,3'-piperidin]-2(1H)-one